FC1(CC(C1)CN[C@H]1[C@@H](CCCC1)N(C=1C=C2C(N(C(C2=CC1)=O)C1C(NC(CC1)=O)=O)=O)C)F 5-(((1R,2R)-2-(((3,3-Difluorocyclobutyl)methyl)amino)cyclohexyl)(methyl)amino)-2-(2,6-dioxopiperidin-3-yl)isoindolin-1,3-dion